(5-Isopropyl-1H-pyrazol-3-yl)(3-(6-methyl-4-(p-tolyl)pyridin-2-yl)azetidin-1-yl)methanone tert-Butyl-3-(2-(3-methylisoxazol-5-yl)acetyl)azetidine-1-carboxylate C(C)(C)(C)OC(=O)N1CC(C1)C(CC1=CC(=NO1)C)=O.C(C)(C)C1=CC(=NN1)C(=O)N1CC(C1)C1=NC(=CC(=C1)C1=CC=C(C=C1)C)C